FC1=C(C=CC(=C1F)F)C1=CC=CN2C1=NS(CC2)(=O)=O 9-(2,3,4-trifluorophenyl)-3,4-dihydropyrido[2,1-c][1,2,4]thiadiazine 2,2-dioxide